(E)-2,4-dibromo-6-(((2-(1-methyl-1H-pyrrol-2-yl)-1H-benzo[d]imidazol-5-yl)imino)methyl)benzene-1,3-diol BrC1=C(C(=CC(=C1O)Br)/C=N/C1=CC2=C(NC(=N2)C=2N(C=CC2)C)C=C1)O